FC1(C(COC1)NC(N(CC1=C(C=NC=C1)N1CCCC1)C)=O)F 3-(4,4-difluorotetrahydrofuran-3-yl)-1-methyl-1-[(3-pyrrolidin-1-yl-4-pyridyl)methyl]urea